O[C@@H]1CN(C[C@@H]1O)C(=O)OC(C)(C)C |r| rac-tert-butyl (3R,4S)-3,4-dihydroxypyrrolidine-1-carboxylate